C(CCC)C1(CS(C2=C(N(C1)C1=CC=CC=C1)C=C(C(=C2)CSC(C(=O)O)(C)C)SC)(=O)=O)CCCC 2-(((3,3-Dibutyl-7-(methylthio)-1,1-dioxido-5-phenyl-2,3,4,5-tetrahydro-1,5-benzothiazepin-8-yl)methyl)thio)-2-methylpropanoic acid